ClC=1C=C(C(=O)N2CC=3C(=NN4C3C(N(C[C@H]4C)[C@H](C)C4=CN(C(C(=C4)F)=O)C)=O)C[C@H]2C)C=CC1Cl |o1:18| (3R,7R)-2-(3,4-dichlorobenzoyl)-9-((R*)-1-(5-fluoro-1-methyl-6-oxo-1,6-dihydropyridin-3-yl)ethyl)-3,7-dimethyl-1,2,3,4,8,9-hexahydropyrido[4',3':3,4]pyrazolo[1,5-a]pyrazin-10(7H)-one